BrC1=NNC2=CC(=CC=C12)C 3-bromo-6-methyl-1H-indazole